bromo-6-chloro-1-tetrahydropyran-2-yl-indazol-5-amine BrC1=NN(C2=CC(=C(C=C12)N)Cl)C1OCCCC1